P(O)(=O)(OP(=O)(O)O)OC[C@@H]1[C@H]([C@H]([C@@H](O1)N1C=NC=2C(NCC3=CC=CC=C3)=NC=NC12)O)O N6-Benzyl Adenosine-5'-Diphosphate